COC1=NC=2C3=C(CCC2C=N1)N=NN3[C@H]3[C@@](CCC3)(O)C (1R,2R)-2-(8-methoxy-4,5-dihydro-1H-[1,2,3]triazolo[4,5-h]quinazoline-1-yl)-1-methylcyclopentan-1-ol